ClCC=1N=C(OC1)[C@@]1(C[C@H](CC1)NS(=O)(=O)C)CO[C@@H]1CC[C@@H](CC1)C1=NC=CC(=N1)O N-((1S,3S)-3-(4-(chloromethyl)oxazol-2-yl)-3-(((cis-4-(4-hydroxypyrimidin-2-yl)cyclohexyl)oxy)methyl)cyclopentyl)methanesulfonamide